(S)-2-(5-chloropyrimidine-4-carboxamido)-4-((2-ethoxyethyl)(4-(5,6,7,8-tetrahydro-1,8-naphthyridin-2-yl)butyl)amino)butanoic acid ClC=1C(=NC=NC1)C(=O)N[C@H](C(=O)O)CCN(CCCCC1=NC=2NCCCC2C=C1)CCOCC